BrC=1C2=C(SC1C(F)(F)P(OCC)(O)=O)C(=CC(=C2)C=2C=NNC2)OCCCC(F)(F)F ethyl hydrogen ((3-bromo-5-(1H-pyrazol-4-yl)-7-(4,4,4-trifluorobutoxy)benzo[b]thiophen-2-yl)difluoromethyl)phosphonate